(R)-N-methyl-N-(6-((S)-1,2,3,4-tetrahydro-1,8-naphthyridin-2-yl)hexyl)pyrrolidin-3-amine CN([C@H]1CNCC1)CCCCCC[C@@H]1NC2=NC=CC=C2CC1